6-(2-chloro-3-((7-chloro-5-(trifluoromethyl)-1H-indol-1-yl)methyl)-4-(trifluoromethyl)benzoyl)-6-azaspiro[2.5]Octane-1-carboxylic acid ClC1=C(C(=O)N2CCC3(CC3C(=O)O)CC2)C=CC(=C1CN1C=CC2=CC(=CC(=C12)Cl)C(F)(F)F)C(F)(F)F